8-(dimethylamino)-2-(3-methyl-4-(pentyloxy)phenyl)-7-(naphthalen-1-ylmethyl)-5-oxo-thiazolo[3,2-a]pyridine-3-carboxylic acid CN(C1=C2N(C(C=C1CC1=CC=CC3=CC=CC=C13)=O)C(=C(S2)C2=CC(=C(C=C2)OCCCCC)C)C(=O)O)C